1-(4-Fluoro-3-methyl-1-(piperidin-4-yl)-1H-indol-5-yl)dihydropyrimidine FC1=C2C(=CN(C2=CC=C1N1CNCC=C1)C1CCNCC1)C